C(OC[C@H]1O[C@@]([C@@H]([C@@H]1O)O)(C#N)C1=CC=C2C(=NC=NN21)N)(O[C@H](C)CC)=O ((2R,3S,4R,5R)-5-(4-aminopyrrolo[2,1-f][1,2,4]triazin-7-yl)-5-cyano-3,4-dihydroxytetrahydrofuran-2-yl)methyl ((R)-sec-butyl) carbonate